cobaltous cyanide [Co](C#N)C#N